C(C)(C)P(=O)(C(C)C)NC=1SC2=C(N1)C=CC=C2 (diisopropylphosphinyl)aminobenzothiazole